N-(2-cyclopropyl-7-(1H-imidazol-1-yl)-1H-benzo[d]imidazol-4-yl)-4-(ethylsulfonamido)-2-(6-azaspiro[2.5]octan-6-yl)benzamide C1(CC1)C1=NC2=C(N1)C(=CC=C2NC(C2=C(C=C(C=C2)NS(=O)(=O)CC)N2CCC1(CC1)CC2)=O)N2C=NC=C2